N[C@@H](CCCN)C(=O)O (L)-ornithine